N-[(2S)-2-[N-(5-bromo-2-fluorophenyl)4-nitrobenzenesulfonamido]propyl]formamide BrC=1C=CC(=C(C1)N(S(=O)(=O)C1=CC=C(C=C1)[N+](=O)[O-])[C@H](CNC=O)C)F